BrC=1C(=C2C(=CC=NC2=CC1)Cl)F 6-bromo-4-Chloro-5-fluoroquinoline